(S)-N-(2,4-Dimethyl-5-oxo-5,6,7,8-tetrahydro-4H-pyrazolo[1,5-a][1,3]diazepin-6-yl)-1-((1-methylcyclopropyl)methyl)-1H-1,2,4-triazol-3-carboxamid CC1=NN2C(N(C([C@H](CC2)NC(=O)C2=NN(C=N2)CC2(CC2)C)=O)C)=C1